ethyl 2-fluoro-4-nitrobenzoimidate hydrochloride Cl.FC1=C(C(OCC)=N)C=CC(=C1)[N+](=O)[O-]